N-((2-(6-(3-(4-methyl-4-oxido-1,4-azaphosphinan-1-yl)azetidin-1-yl)pyridin-2-yl)-1,6-naphthyridin-7-yl)methyl)-5-(methylsulfonyl)nicotinamide CP1(CCN(CC1)C1CN(C1)C1=CC=CC(=N1)C1=NC2=CC(=NC=C2C=C1)CNC(C1=CN=CC(=C1)S(=O)(=O)C)=O)=O